C(C)NC1=NC=C(C(=N1)N)OC1=C(C=C(C(=C1)S(=O)(=O)C)OC)C(C)C N*2*-Ethyl-5-(2-isopropyl-5-methanesulfonyl-4-methoxy-phenoxy)-pyrimidine-2,4-diamine